BrC1=CC2=C(C3=C(CCN(CC3)C)[Se]2)C=C1 8-Bromo-3-methyl-2,3,4,5-tetrahydro-1H-benzo[4,5]selenopheno[2,3-d]azepine